FC1=C(N=C2N(C1=O)CC[C@H](N2CC(CC(C)C)=O)C(F)(F)F)N2[C@@H](COCC2)C (S)-3-Fluoro-2-((R)-3-methylmorpholin-4-yl)-9-(4-methyl-2-oxopentyl)-8-trifluoromethyl-6,7,8,9-tetrahydropyrimido[1,2-a]pyrimidin-4-one